IC=1C=C(C=CC1C)C1=C(C(=O)N)C=C(C=C1N1C=NC(=C1)C)C(F)(F)F (3-iodo-4-methylphenyl)-3-(4-methyl-1H-imidazol-1-yl)-5-(trifluoromethyl)benzamide